4-(2-bromoethyl)morpholine HBr salt Br.BrCCN1CCOCC1